N-[(1R)-1-benzyl-1,3-dimethylbutyl]-8-fluoroquinoline-3-carboxamide C(C1=CC=CC=C1)[C@](CC(C)C)(C)NC(=O)C=1C=NC2=C(C=CC=C2C1)F